C(#N)N1C[C@@H](CC1)NC(=O)C1=CC(=NO1)C1=CC=C(C=C1)OC (R)-N-(1-cyanopyrrolidin-3-yl)-3-(4-methoxyphenyl)isoxazole-5-carboxamide